tert-Butyl bromoethylcarbamate BrCCNC(OC(C)(C)C)=O